BrC=1C(=C(C=CC1)N1N=C(C=C1CO)C)F (1-(3-bromo-2-fluorophenyl)-3-methyl-1H-pyrazol-5-yl)methanol